C(C)S(=O)(=O)C=1C(=NC=CC1)S(=O)(=O)N 3-(ethanesulfonyl)-2-pyridine-sulfonamide